3,4-bis(di-n-propylphosphino)-2,5-di(diisobutylphosphino)-2,5-di-n-butylthiophene C(CC)P(C=1C(SC(C1P(CCC)CCC)(CCCC)P(CC(C)C)CC(C)C)(CCCC)P(CC(C)C)CC(C)C)CCC